N1N=CC2=C1CN(CC2)C(=O)OC(C)(C)C tert-butyl 1H,4H,5H,6H,7H-pyrazolo[3,4-c]pyridine-6-carboxylate